C(C)OC(C[C@H](C(F)(F)F)NC1=CC=C(C=C1)F)=O (R)-Ethyl-4,4,4-trifluoro-3-((4-fluorophenyl)amino)butanoate